(1R)-(S)-4-(7-chloro-6-fluoro-1-(2-isopropyl-4-methylpyridin-3-yl)-2-oxo-1,2-dihydropyrido[2,3-d]pyrimidin-4-yl)-3-methylpiperazine-1-carboxylic acid tert-butyl ester C(C)(C)(C)OC(=O)N1C[C@@H](N(CC1)C=1C2=C(N(C(N1)=O)C=1C(=NC=CC1C)C(C)C)N=C(C(=C2)F)Cl)C